C12NC(C(CC1)C2)C(=O)O 2-azabicyclo[2.2.1]heptane-3-carboxylic acid